N1CC(CC1)NC(OCC1=C(C=C(C=C1)C1=NN(C(=N1)NC=1C=C2C=NNC2=CC1)C)OC)=O [4-[5-(1H-indazol-5-ylamino)-1-methyl-1,2,4-triazol-3-yl]-2-methoxy-phenyl]Methyl N-pyrrolidin-3-ylcarbamate